6-fluoro-4-methylnaphthalene FC=1C=C2C(=CC=CC2=CC1)C